((1-methylpyrrolidin-3-yl)oxy)phthalazin-1-amine CN1CC(CC1)OC1=NN=C(C2=CC=CC=C12)N